(4-bromophenyl)sulfonamide BrC1=CC=C(C=C1)S(=O)(=O)N